N-(1-cyanocyclopropyl)-3-(5-(difluoromethyl)-1,3,4-thiadiazol-2-yl)-8-(3-(1-methyl-1H-pyrazol-5-yl)cyclopent-1-ene-1-yl)[1,2,4]triazolo[4,3-a]pyridin-6-sulfonamide C(#N)C1(CC1)NS(=O)(=O)C=1C=C(C=2N(C1)C(=NN2)C=2SC(=NN2)C(F)F)C2=CC(CC2)C2=CC=NN2C